C(CCCCCCCCCCCCCCC)C(O)(C[N+](C)(C)C)CC([O-])=O Hexadecyl-carnitine